Tert-butyl 2-(4-(4-(4,4,5,5-tetramethyl-1,3,2-dioxaborolan-2-yl)phenyl)piperazin-1-yl)acetate CC1(OB(OC1(C)C)C1=CC=C(C=C1)N1CCN(CC1)CC(=O)OC(C)(C)C)C